3-(2,4-dimethoxypyrimidin-5-yl)-5-ethoxy-4-methyl-4,5-dihydroisoxazole COC1=NC=C(C(=N1)OC)C1=NOC(C1C)OCC